2-(3-cyano-phenyl)-5-trifluoromethyl-2H-pyrazole-3-carboxylic acid {3-[hydroxy-(4-propoxy-phenyl)-methyl]-phenyl}-amide OC(C=1C=C(C=CC1)NC(=O)C=1N(N=C(C1)C(F)(F)F)C1=CC(=CC=C1)C#N)C1=CC=C(C=C1)OCCC